5,8-dimethoxy-1,4-naphthalenedione dioxime COC1=C2C(C=CC(C2=C(C=C1)OC)=NO)=NO